FC1=C(C(=CC=C1C=1N=CN(C1)C)OC)N1CC(NS1(=O)=O)=O 5-(2-fluoro-6-methoxy-3-(1-methyl-1H-imidazol-4-yl)phenyl)-1,2,5-thiadiazolidin-3-one 1,1-dioxide